C(C)(C)C=1C=CC(=NC1)NC1=C(C=C(C=C1)S(=O)(=O)NC)C=1N=CN(C1)C 4-[(5-isopropyl-2-pyridyl)amino]-N-methyl-3-(1-methylimidazol-4-yl)benzenesulfonamide